N1[C@@H](CC1)/C=C/C(=O)N1CC2=C([C@@H](C1)C1=C(C(=CC=C1)F)C=1C(=NN(C1)CC)C(F)(F)F)C=C(S2)C#N (S)-6-((E)-3-((S)-azetidin-2-yl)acryloyl)-4-((S)-2-(1-ethyl-3-(trifluoromethyl)-1H-pyrazol-4-yl)-3-fluorophenyl)-4,5,6,7-tetrahydrothieno[2,3-c]pyridine-2-carbonitrile